benzyl (S)-2-(cyanomethyl)-4-(2-(methylthio)-5,6,7,8-tetrahydropyrido[3,4-d]pyrimidin-4-yl)piperazine-1-carboxylate C(#N)C[C@@H]1N(CCN(C1)C=1C2=C(N=C(N1)SC)CNCC2)C(=O)OCC2=CC=CC=C2